C1(CCC1)C=1C(=NN(C1NC(CC(C(F)(F)F)(C)C)=O)C)CC1CC1 N-(4-cyclobutyl-3-(cyclopropylmethyl)-1-methyl-1H-pyrazol-5-yl)-4,4,4-trifluoro-3,3-dimethylbutanamide